NC1=CC(=C(CCC(CNC)NC)C=C1[N+](=O)[O-])Cl 1-(4-amino-2-chloro-5-nitrophenethyl)-N1,N2-dimethylethane-1,2-diamine